NC=1N=NC(=CC1C1=CC=C(C=C1)N1CCN(CC1)/C=C/C(=O)OC(C)(C)C)C1=C(C=CC=C1)O tert-butyl (E)-3-(4-(4-(3-amino-6-(2-hydroxyphenyl)pyridazin-4-yl)phenyl)piperazin-1-yl)acrylate